3-fluoro-5-nitro-2-(2,2,2-trifluoroethoxy)pyridine FC=1C(=NC=C(C1)[N+](=O)[O-])OCC(F)(F)F